3-(5-((4-(3-cyclopropylbenzyl)-1H-1,2,3-triazol-1-yl)methyl)-1-oxoisoindolin-2-yl)piperidine-2,6-dione C1(CC1)C=1C=C(CC=2N=NN(C2)CC=2C=C3CN(C(C3=CC2)=O)C2C(NC(CC2)=O)=O)C=CC1